2-(para-isopropylphenyl-phenoxy)-ethyl acrylate (cumyl phenoxyl ethyl acrylate) C(C)(C)(C1=CC=CC=C1)C=C(C(=O)O)CCOC1=CC=CC=C1.C(C=C)(=O)OCCOC1=C(C=C(C=C1)C(C)C)C1=CC=CC=C1